N(=[N+]=[N-])CCCN1[C@H]2CS[C@@H](CCCCC(O)=O)[C@H]2NC1=O N-(3-azidopropyl)biotin